Tert-butyl ((1S)-(5-(cyclopropyl((R)-2,2-dioxido-5-(trifluoromethyl)-1,2,3-oxathiazolidin-3-yl)methyl)-4-fluorobenzo[d]oxazol-2-yl)(4,4-difluorocyclohexyl)methyl)-carbamate C1(CC1)C(C=1C=CC2=C(N=C(O2)[C@H](C2CCC(CC2)(F)F)NC(OC(C)(C)C)=O)C1F)N1S(O[C@H](C1)C(F)(F)F)(=O)=O